CC1CCC(N1)=S 5-methylpyrrolidine-2-thione